2-[1-(6-Methyl-4-oxo-2-spiro[4,5-dihydro-2H-1,5-benzoxazepine-3,4'-piperidine]-1'-yl-chromen-8-yl)ethylamino]benzoic acid CC=1C=C2C(C=C(OC2=C(C1)C(C)NC1=C(C(=O)O)C=CC=C1)N1CCC2(CC1)COC1=C(NC2)C=CC=C1)=O